3-(4-isobutyl-2-methylcyclohexyl)propanoic acid C(C(C)C)C1CC(C(CC1)CCC(=O)O)C